1',2',3',4'-tetrahydro-[1,1'-biphenyl]-2,6-diyl diacetate C(C)(=O)OC1=C(C(=CC=C1)OC(C)=O)C1CCCC=C1